ethyl 2-(4-((5-chloro-3-fluoropyridin-2-yl) oxy) phenyl)-2H-tetrazole-5-carboxylate ClC=1C=C(C(=NC1)OC1=CC=C(C=C1)N1N=C(N=N1)C(=O)OCC)F